C(C=C)(=O)NC=1C=C(C=CC1)NC1=NC=NC=2N1N=CC2C(C)C 4-((3-acrylamidophenyl)amino)-8-isopropylpyrazolo[1,5-a][1,3,5]triazine